ClC=1C=C2[C@](NC(NC2=CC1CCl)=O)(C(F)(F)F)C#CC1CC1 (S)-6-chloro-7-(chloromethyl)-4-(cyclopropylethynyl)-4-(trifluoromethyl)-3,4-dihydroquinazolin-2(1H)-one